COC(CN1CC(C1)N(C([O-])=O)C=1N=CC2=C(C(=C(C=C2C1)C1=C(C2=C(OCCN2)N=C1)C)F)N)(C)C 1-(2-Methoxy-2-methylpropyl)azetidin-3-yl(8-amino-7-fluoro-6-(8-methyl-2,3-dihydro-1H-pyrido[2,3-b][1,4]oxazin-7-yl)isoquinolin-3-yl)carbamate